5-bromo-1-methyl-2-(trifluoromethyl)-1H-indole BrC=1C=C2C=C(N(C2=CC1)C)C(F)(F)F